tert-butyl (E)-3-(4-aminobenzylidene)pyrrolidine-1-carboxylate NC1=CC=C(\C=C/2\CN(CC2)C(=O)OC(C)(C)C)C=C1